C1=CC=CC=2C3=CC=CC=C3C(=CC12)C/C=C/C=O (E)-4-(phenanthren-9-yl)but-2-enal